2-((1S,2S)-2-(fluoromethyl)cyclopropyl)-4,4,5,5-Tetramethyl-1,3,2-dioxaborolane FC[C@@H]1[C@H](C1)B1OC(C(O1)(C)C)(C)C